ClC1=C(C=C(C(=C1)F)N1C(N(C(=CC1=O)C(F)(F)F)C)=O)SC(C(=O)O)CC(C)C 2-({2-Chloro-4-fluoro-5-[3-methyl-2,6-dioxo-4-(trifluoromethyl)-3,6-dihydropyrimidin-1(2H)-yl]phenyl}sulfanyl)-4-methylpentanoic acid